CNC1CN(C1)C(C)=O 1-[3-(methylamino)azetidin-1-yl]ethanone